(5Z)-5-[[1-(3-fluorophenyl)pyrazol-4-yl]methylene]thiazolidine-2,4-dione FC=1C=C(C=CC1)N1N=CC(=C1)\C=C/1\C(NC(S1)=O)=O